OCCN1CCN(CC1)CCNC=C1C(CC(CC1=O)C1=CNC2=CC=CC=C12)=O 2-(((2-(4-(2-hydroxyethyl)piperazin-1-yl)ethyl)amino)methylene)-5-(1H-indol-3-yl)cyclohexane-1,3-dione